(R)-(2-((2-((3-ethyl-1,2,3,4,4a,5-hexahydrobenzo[b]pyrazino[1,2-d][1,4]oxazin-8-yl)amino)-7H-pyrrolo[2,3-d]pyrimidin-4-yl)amino)phenyl)dimethylphosphine oxide C(C)N1C[C@H]2N(C3=C(OC2)C=C(C=C3)NC=3N=C(C2=C(N3)NC=C2)NC2=C(C=CC=C2)P(C)(C)=O)CC1